C1(CCCCC1)N1/C(/SC(C1=O)=CC1=CC=C(C=C1)[N+](=O)[O-])=N/C1=CC=C(C=C1)S(=O)(=O)N 4-(((2Z)-3-cyclohexyl-5-(4-nitrobenzylidene)-4-oxothiazolidin-2-ylidene)amino)benzenesulphonamide